6-(trifluoromethyl)indoline FC(C1=CC=C2CCNC2=C1)(F)F